C(C(C)C)C1=CC=C(C=C1)C1=CC=C(C=C1)CN1C(=NC=2N(C(N(C(C12)=O)C)=O)C)NC 7-((4'-isobutyl-[1,1'-biphenyl]-4-yl)methyl)-1,3-dimethyl-8-(methylamino)-3,7-dihydro-1H-purine-2,6-dione